C(C)(=O)N1CCN(CC1)C1=NC=CC(=C1)C1=CN=C2N1N=C(C=C2)C(=O)O 3-(2-(4-acetylpiperazin-1-yl)pyridin-4-yl)imidazo[1,2-b]pyridazine-6-carboxylic acid